FC1=CC=C(C(=O)NCC=2N=NN(C2)[C@@H](CC(NO)=O)CC=2C=C(C=CC2)C2=CC(=CC=C2)CO)C=C1 (R)-4-fluoro-N-{1-[2-hydroxycarbamoyl-1-(3'-hydroxymethyl-biphenyl-3-ylmethyl)-ethyl]-1H-[1,2,3]-triazol-4-ylmethyl}-benzamide